C(C=CC1=CC=CC=C1)C1=CC=C(OCC(=O)O)C=C1 2-(4-cinnamylphenoxy)acetic acid